3-((R)-2-(3-(cyclobutylamino)benzamido)-1-hydroxyethyl)-7-(methoxymethoxy)-3,4-dihydroisoquinoline C1(CCC1)NC=1C=C(C(=O)NC[C@@H](O)C2N=CC3=CC(=CC=C3C2)OCOC)C=CC1